FC(C=1C=C(C(=C(C#N)C1)C)OC1=C(N=CN(C1=O)CC=1C(NC(=CC1)CCCO)=O)C(C(F)F)(F)F)F 5-(difluoromethyl)-3-((1-((6-(3-hydroxypropyl)-2-oxo-1,2-dihydropyridin-3-yl)methyl)-6-oxo-4-(1,1,2,2-tetrafluoroethyl)-1,6-dihydropyrimidin-5-yl)oxy)-2-methylbenzonitrile